(2R,4S,5R,6R)-6-((1R,2R)-3-(2-(4-cyanophenyl)acetamido)-1,2-dihydroxypropyl)-4-hydroxy-5-(2-hydroxyacetamido)-2-((6-(prop-2-yn-1-yloxy)hexyl)oxy)tetrahydro-2H-pyran-2-carboxylic acid C(#N)C1=CC=C(C=C1)CC(=O)NC[C@H]([C@@H](O)[C@H]1[C@@H]([C@H](C[C@@](O1)(C(=O)O)OCCCCCCOCC#C)O)NC(CO)=O)O